2-(hydroxymethyl)-4-methylpyrazolo[1,5-a]pyrimidin-5(4H)-one OCC1=NN2C(N(C(C=C2)=O)C)=C1